SC=1C=C(C=CC1)CO (3-sulfanylphenyl)methanol